FC(OC1=CC=C(C=C1)C1=CC=C2C(=C1)OCC1=C2NC2=CC=CC=C2C1=O)(F)F 3-(4-(trifluoromethoxy)phenyl)-6,12-dihydro-7H-chromeno[4,3-b]quinolin-7-one